[O-]CCCC.[O-]CCCC.C(C)CC(CC(=O)[O-])=O.C(C)CC(CC(=O)[O-])=O.[Ti+4] titanium bis(ethylacetoacetate) di-n-butoxide